(4R,6R,7R)-4-[N'-(2-hydroxyethyl)-N-(propan-2-yl)hydrazinecarbonyl]-6-methyl-6,11-diazatetracyclo[7.6.1.02,7.012,16]hexadeca-1(16),2,9,12,14-pentaen-6-ium OCCNN(C(=O)[C@@H]1C=C2C=3C=CC=C4NC=C(C[C@H]2[NH+](C1)C)C34)C(C)C